C(C1=CC=CC=C1)OC1=CC=C(C=N1)[C@@H]1OCC[C@@H](C1)C1=NC2=NC(=C(N=C2C(=N1)C12CC(C1)(C2)C(F)(F)F)OC)C 2-[(2R,4S)-2-(6-benzyloxy-3-pyridyl)tetrahydropyran-4-yl]-6-methoxy-7-methyl-4-[3-(trifluoromethyl)-1-bicyclo[1.1.1]-pentanyl]pteridine